O[C@H]1[C@H]2[C@@H]3CC[C@H]([C@@H](CCCC(C(=O)O)C)C)[C@]3(CC[C@@H]2[C@]2(CCCC[C@@H]2C1)C)C 7α-hydroxy-5α-cholestanoic acid